(S)-N-(4-((6-(1,2-difluoroethyl)pyridin-2-yl)amino)-5-(1-methyl-1H-pyrazol-3-yl)pyridin-2-yl)acetamide F[C@H](CF)C1=CC=CC(=N1)NC1=CC(=NC=C1C1=NN(C=C1)C)NC(C)=O